ClC=1C=C(CN2CCN(CC2)C(=O)C2=CC=C(C=C2)NS(=O)(=O)C=2C=CC=C3C=CC=NC23)C=CC1 N-(4-(4-(3-chlorobenzyl)piperazine-1-carbonyl)phenyl)quinoline-8-sulfonamide